tert-butyl 6-(4-(2,3-dichloro-6-((2-(trimethylsilyl)ethoxy)methoxy)phenyl)-2-oxopyrrolidin-1-yl)-2-azaspiro[3.3]heptane-2-carboxylate ClC1=C(C(=CC=C1Cl)OCOCC[Si](C)(C)C)C1CC(N(C1)C1CC2(CN(C2)C(=O)OC(C)(C)C)C1)=O